C1(=C(C(=C(C(=C1[2H])[2H])[2H])[2H])[2H])C1C(N\C(\CN1)=C/C=1N=CNC1C(C)(C)C)=C (3Z,6Z)-3-(phenyl-2,3,4,5,6-d5)-methylene-d-6-((5-(tert-butyl)-1H-imidazol-4-yl)methylene)piperazine